benzyltriethylammonium bromide salt [Br-].C(C1=CC=CC=C1)[N+](CC)(CC)CC